(3R,4R)-1-(6-(4-chlorophenyl)-2-(pyridin-3-yl)pyrimidin-4-yl)-4-fluoropyrrolidin-3-ol ClC1=CC=C(C=C1)C1=CC(=NC(=N1)C=1C=NC=CC1)N1C[C@H]([C@@H](C1)F)O